BrC1=CC(=NC=C1)O[C@H]1CN(CC1)C1=C(C(N(N=C1)C1OCCCC1)=O)Cl 5-[(3R)-3-[(4-bromo-2-pyridyl)oxy]pyrrolidin-1-yl]-4-chloro-2-tetrahydropyran-2-yl-pyridazin-3-one